phosphonium picric acid salt C1([N+](=O)[O-])=CC([N+](=O)[O-])=CC([N+](=O)[O-])=C1[O-].[PH4+]